C(C)(=O)OCCCCCCCCC=CCC=CC tetradecane-9,12-dien-1-yl acetate